ClC=1SC=C(C1NC(OC(C)(C)C)=O)C tert-butyl (2-chloro-4-methylthiophen-3-yl)carbamate